ClC1=CC=C(CC2C(N(C3CC23)C2=CC(=NN2)C2=C(N=NC=C2)C)=O)C=C1 Endo-4-(4-chlorobenzyl)-2-(3-(3-methylpyridazin-4-yl)-1H-pyrazol-5-yl)-2-azabicyclo[3.1.0]hexan-3-one